ClC1=C(C=NN1C(C(C)(O)C)C)NC1=NC2=CC(=C(C=C2C=N1)Cl)C1CCN(CC1)C1COC1 3-[5-chloro-4-({6-chloro-7-[1-(oxetan-3-yl)piperidin-4-yl]quinazolin-2-yl}amino)-1H-pyrazol-1-yl]-2-methylbutan-2-ol